FC1=C2C=CNC2=CC(=C1OC=1C=CC(=C(C1)C1=NC(=NN1C)[C@H](C)C1=CC=C(S1)CCC(=O)O)F)F (S)-3-(5-(1-(5-(5-((4,6-difluoro-1H-indol-5-yl)oxy)-2-fluorophenyl)-1-methyl-1H-1,2,4-triazol-3-yl)ethyl)thiophen-2-yl)propanoic acid